xylene-1,3-diamine C1(C(C(=CC=C1)N)C)(C)N